FC1=CC=C(CNC(=O)NC2=CC=C(C=C2)[C@@H]2CN(C(O2)=O)C)C=C1 (R)-1-(4-fluorobenzyl)-3-(4-(3-methyl-2-oxooxazolidin-5-yl)phenyl)urea